C1(CCCCC1)C=1N=C(C2=C(N1)C(=NO2)C2CCCC2)N2CCOCC2 5-cyclohexyl-3-cyclopentyl-7-morpholinoisoxazolo[4,5-d]pyrimidine